CC=1C=C(SC1C)CCO 2-(4,5-dimethyl-2-thienyl)ethanol